N-(6-(hydroxymethyl)-5-(3-methoxycyclopentyl)pyridin-2-yl)cyclopropanecarboxamide OCC1=C(C=CC(=N1)NC(=O)C1CC1)C1CC(CC1)OC